7-methyl-2-((4-(1,2,3,4-tetrahydroisoquinoline-2-carbonyl)phenyl)thio)-9H-pyrido[2,3-d][1,3,4]thiadiazolo[3,2-a]pyrimidin-9-one CC1=CC2=C(N=C3N(C2=O)N=C(S3)SC3=CC=C(C=C3)C(=O)N3CC2=CC=CC=C2CC3)N=C1